N-(pyridin-3-yl)-2-methyl-7,8-dihydro-3H-pyrrolo[2,3-g]quinazolin-4(6H)-one N1=CC(=CC=C1)N1C(NC(C2=CC3=C(C=C12)CCN3)=O)C